5-(3-Methoxyphenyl)-N-(3-(2-(piperidin-1-yl)propyl)-1,2,4-thiadiazol-5-yl)thiophene-3-carboxamide COC=1C=C(C=CC1)C1=CC(=CS1)C(=O)NC1=NC(=NS1)CC(C)N1CCCCC1